C[C@H]1[C@H]([C@H]([C@@H]([C@@H](O1)O[C@@H]2[C@H]([C@H]([C@H](O[C@H]2O[C@@H]3[C@H]([C@@H](O[C@@H]([C@H]3O)CO)O[C@H]4[C@H]([C@H](O[C@H]([C@@H]4O)O[C@@H]5[C@H](O[C@H]([C@@H]([C@H]5O)O)O)CO)CO)O)NC(=O)C)CO)O)O)O)O)O The molecule is alpha-L-Fucp-(1->2)-beta-D-Galp-(1->3)-beta-D-GlcpNAc-(1->3)-beta-D-Galp-(1->4)-D-Glcp in which the configuration at the anomeric carbon of the glucose residue is beta. It has a role as an epitope.